ClC=1N=NC(=CC1CCCN[C@H]1CN(C[C@@H](C1)F)C)Cl (3R,5R)-N-(3-(3,6-dichloropyridazin-4-yl)propyl)-5-fluoro-1-methylpiperidin-3-amine